(1,3-dioxoisoindolin-2-yl)methyl benzoate C(C1=CC=CC=C1)(=O)OCN1C(C2=CC=CC=C2C1=O)=O